3-(2-aminoethylamino)-propyl-dimethylmethylsilane NCCNCCC[Si](C)(C)C